COC1=CC=C(CNC(=O)NC2CC3(CN(C3)C(C3=CC=C(C=C3)C)=O)C2)C=C1 1-(4-methoxybenzyl)-3-(2-(4-methylbenzoyl)-2-azaspiro[3.3]hept-6-yl)urea